[Br-].CC(CC)(C)N1C=[N+](C=C1)C(CC)(C)C 1,3-bis(1,1-dimethylpropyl)imidazolium bromide